N1(N=CC=C1)CCC(=O)N1CC(=CCC1)C1=CC(=C2C=C(NC2=C1F)C(=O)N(C)C)C1=C(C=C(C(=C1)F)N1CCNCC1)Cl 6-(1-(3-(1H-pyrazol-1-yl)propanoyl)-1,2,5,6-tetrahydropyridin-3-yl)-4-(2-chloro-5-fluoro-4-(piperazin-1-yl)phenyl)-7-fluoro-N,N-dimethyl-1H-indole-2-carboxamide